COC=1C=C(C=CC1OC)CN=S(=O)(C1=CC=C(C=C1)OC(F)(F)F)NC1CN(CC1)C(=O)[O-] 3-[[N-[(3,4-dimethoxyphenyl)methyl]-S-[4-(trifluoromethoxy)phenyl]sulfonimidoyl]amino]pyrrolidine-1-carboxylate